Racemic-Tert-butyl (1S,2R,3R,5R)-3-[benzyl(cyclopropyl)amino]-2-fluoro-8-azabicyclo[3.2.1]octane-8-carboxylate C(C1=CC=CC=C1)N([C@H]1[C@H]([C@@H]2CC[C@H](C1)N2C(=O)OC(C)(C)C)F)C2CC2 |r|